(3R,4R)-tert-butyl 3-azido-4-(4-(trifluoromethyl)benzyloxy)-pyrrolidine-1-carboxylate N(=[N+]=[N-])[C@@H]1CN(C[C@H]1OCC1=CC=C(C=C1)C(F)(F)F)C(=O)OC(C)(C)C